3-(3-(1H-pyrrolo[2,3-b]pyridin-5-yl)phenyl)-N-(4-chloro-3-(trifluoromethyl)phenyl)acrylamide N1C=CC=2C1=NC=C(C2)C=2C=C(C=CC2)C=CC(=O)NC2=CC(=C(C=C2)Cl)C(F)(F)F